C(C)C1(COC1)COCCCCCCOCC1(COC1)CC 1,4-bis[(3-ethyl-3-oxetanylmethoxy)methyl]butane